3-amino-4-(heptylamino)-4-oxobutanoic acid NC(CC(=O)O)C(=O)NCCCCCCC